(s)-3-Mercaptopropyltrimethoxysilane SCCC[Si](OC)(OC)OC